FC1=C(C=C(C(=C1)F)OC)NC1=NC=C(C(=N1)NN1C(OC2=C1C=CC=C2)=O)C [2-(2,4-difluoro-5-methoxy-phenylamino)-5-methyl-pyrimidin-4-ylamino]-3H-benzooxazol-2-one